1,4-oxazepan-6-ol O1CCNCC(C1)O